5-bromo-N-(1-(hydroxymethyl)cyclopropyl)-2H-indazole-3-carboxamide BrC1=CC2=C(NN=C2C=C1)C(=O)NC1(CC1)CO